ClC(CO)(CCCO)Cl 2,2-dichloro-1,5-pentanediol